NC1=C(C=C(C=C1)N)C1=NC=CC=N1 2,5-diaminophenyl-Pyrimidine